N-((3R,4S)-3-Fluoro-1-(methylsulfonyl)piperidin-4-yl)-4-(1-(3-fluoropyridin-4-yl)-2-methyl-1H-imidazol-4-yl)-5-(trifluoro-methyl)pyrimidin-2-amine F[C@@H]1CN(CC[C@@H]1NC1=NC=C(C(=N1)C=1N=C(N(C1)C1=C(C=NC=C1)F)C)C(F)(F)F)S(=O)(=O)C